2-amino-3-bromo-6-[(4-methoxyphenyl)methyl]-7,8-dihydro-1,6-naphthyridin-5-one NC1=NC=2CCN(C(C2C=C1Br)=O)CC1=CC=C(C=C1)OC